Cl.FC=1C=C(OC=2C=C(C=CC2)CC(=O)OC)C=CC1NC1=NC=NC2=CC(=C(C=C12)[N+](=O)[O-])OC methyl (3-{3-fluoro-4-[(7-methoxy-6-nitroquinazolin-4-yl)amino]phenoxy}phenyl)acetate hydrochloride